FC1([C@@H](CNCC1)C)F |r| rac-4,4-difluoro-3-methylpiperidine